FC(C=1C=C2C=CC(=CN2C1)C(=O)O)(F)F 2-(trifluoromethyl)indolizine-6-carboxylic acid